(S)-4-(azetidin-3-ylethynyl)-1-((4,4-difluoro-5-oxopyrrolidin-2-yl)methoxy)-7-isopropoxyisoquinoline-6-carboxamide N1CC(C1)C#CC1=CN=C(C2=CC(=C(C=C12)C(=O)N)OC(C)C)OC[C@H]1NC(C(C1)(F)F)=O